6-(1-methylcyclopropoxy)-9H-purin CC1(CC1)OC1=C2N=CNC2=NC=N1